4-(2-(3-phenyl-1H-pyrazol-1-yl)-7-(tetrahydrofuran-2-yl)pyrido[3,2-d]pyrimidin-4-yl)morpholine C1(=CC=CC=C1)C1=NN(C=C1)C=1N=C(C2=C(N1)C=C(C=N2)C2OCCC2)N2CCOCC2